5-ethylsulfanyl-1-[3-(triethoxysilyl)propyl]-1H-tetrazole C(C)SC1=NN=NN1CCC[Si](OCC)(OCC)OCC